1-{[(3r,4r)-4-methoxypyrrolidin-3-yl]methoxy}-7-(prop-2-yloxy)isoquinoline-6-carboxamide CO[C@@H]1[C@H](CNC1)COC1=NC=CC2=CC(=C(C=C12)OC(C)C)C(=O)N